O1COC2=C1C=CC(=C2)N2C(=CC1=C2N=CN(C1=O)CC1(CCN(CC1)C(=O)C1(CC1)C)O)Cl 7-(Benzo[d][1,3]dioxol-5-yl)-6-chloro-3-((4-hydroxy-1-(1-methylcyclopropanecarbonyl)piperidin-4-yl)methyl)-3H-pyrrolo[2,3-d]pyrimidin-4(7H)-one